Br\C(=C\Br)\C1=CC=C(C=C1)OC (E)-1-(1,2-dibromovinyl)-4-methoxybenzene